C1(CC1)N(C1=CC=2N(C=C1)C(N(N2)C)=O)C2=NC=C(C=C2)C(=O)N2C[C@@H](CCC2)F (R)-7-(cyclopropyl(5-(3-fluoropiperidine-1-carbonyl)pyridin-2-yl)amino)-2-methyl-[1,2,4]triazolo[4,3-a]pyridin-3(2H)-one